1-[3-chloro-4-(trifluoromethoxy)phenyl]-6-(2,4-dimethoxyphenyl)-2-{2-[tris(propan-2-yl)silyl]ethynyl}-1H-1,3-benzodiazole ClC=1C=C(C=CC1OC(F)(F)F)N1C(=NC2=C1C=C(C=C2)C2=C(C=C(C=C2)OC)OC)C#C[Si](C(C)C)(C(C)C)C(C)C